methyl-hexynyl alcohol CC(C#CO)CCC